(1-ethylpropyl)-N-(1-methylbutyl)carbodiimide C(C)C(CC)N=C=NC(CCC)C